7-fluoro-3,3-dimethyl-N-(4-methyl-1,1-dioxidotetrahydro-2H-thiopyran-4-yl)-2-oxo-1-(5-(trifluoromethoxy)pyridin-3-yl)indoline-5-carboxamide FC=1C=C(C=C2C(C(N(C12)C=1C=NC=C(C1)OC(F)(F)F)=O)(C)C)C(=O)NC1(CCS(CC1)(=O)=O)C